C(CCC)N[C@@H](CCCCN)C(=O)O butyl-L-Lysine